NC=1SC(=CN1)C(=O)NC1=C(C=C(C(=C1)C(N[C@@H]1[C@@H](C1)F)=O)F)C 2-Amino-N-[4-fluoro-5-[[(1S,2R)-2-fluorocyclopropyl]carbamoyl]-2-methylphenyl]-1,3-thiazole-5-carboxamide